5,5-bis(2-((tert-butyldimethylsilyl)oxy)ethyl)-2-chloro-6-(4-methoxybenzyl)-5,6-dihydro-7H-pyrrolo[3,4-b]pyridin-7-one [Si](C)(C)(C(C)(C)C)OCCC1(N(C(C2=NC(=CC=C21)Cl)=O)CC2=CC=C(C=C2)OC)CCO[Si](C)(C)C(C)(C)C